3-[(3-chloro-2-methoxyphenyl)amino]-2-{3-[3-methyl-3-(methylamino)but-1-yn-1-yl]pyridin-4-yl}-1H,5H,6H,7H-pyrrolo[3,2-c]pyridin-4-one ClC=1C(=C(C=CC1)NC1=C(NC2=C1C(NCC2)=O)C2=C(C=NC=C2)C#CC(C)(NC)C)OC